argon 5-(4,4,5,5-tetramethyl-1,3,2-dioxaborolan-2-yl)-2-[tris(propan-2-yl)silyl]-1,3-oxazole CC1(OB(OC1(C)C)C1=CN=C(O1)[Si](C(C)C)(C(C)C)C(C)C)C.[Ar]